F[C@H]1CN(CC[C@H]1NC=1C=2C=C(N(C2C=CC1)CC(F)(F)F)C1=NOC(=N1)CNC1=NC=CC2=C1C=CN2C)C N-[(3S,4R)-3-fluoro-1-methylpiperidin-4-yl]-2-{5-[({1-methyl-1H-pyrrolo[3,2-c]pyridin-4-yl}amino)methyl]-1,2,4-oxadiazol-3-yl}-1-(2,2,2-trifluoroethyl)-1H-indol-4-amine